C\C=C\CCCCCCC trans-2-Decen